(3s)-8-(4-acryloylpiperazin-1-yl)-10-chloro-11-(5-chloro-2,4-difluorophenyl)-3-methoxy-3,4-dihydro-2H,6H-[1,4]thiazepino[2,3,4-ij]quinazolin-6-one C(C=C)(=O)N1CCN(CC1)C1=NC(N2C3=C(C(=C(C=C13)Cl)C1=C(C=C(C(=C1)Cl)F)F)SC[C@H](C2)OC)=O